FC(C=1C=C(C=C(C1)C(F)(F)F)C1=NN(C=N1)/C=C(/C(=O)N)\C1=CC(=NC=C1)C(F)(F)F)(F)F (E)-3-(3-(3,5-bis-(trifluoromethyl)-phenyl)-1H-1,2,4-triazol-1-yl)-2-(2-(trifluoromethyl)-pyridin-4-yl)-acrylamide